tert-Butyl-(3-(2-chloro-6-(4,4,5,5-tetramethyl-1,3,2-dioxaborolan-2-yl)phenyl)propoxy)dimethylsilane C(C)(C)(C)[Si](C)(C)OCCCC1=C(C=CC=C1B1OC(C(O1)(C)C)(C)C)Cl